(3-(4-(3-(2-aminopropan-2-yl)phenyl)piperazin-1-yl)-6-(2,3-dichlorophenyl)-5-methylpyrazin-2-yl)methanol NC(C)(C)C=1C=C(C=CC1)N1CCN(CC1)C=1C(=NC(=C(N1)C)C1=C(C(=CC=C1)Cl)Cl)CO